5-hydroxypyrimidin OC=1C=NC=NC1